CC(C)(CCCC(C)(O)C)O 2,6-dimethyl-2,6-heptan-diol